3-oxa-6-azabicyclo[3.1.1]heptane 4-methylbenzene-1-sulfonate CC1=CC=C(C=C1)S(=O)(=O)O.C12COCC(N1)C2